N2-(2-methoxyethyl)-N4-(3-(4-methoxyphenyl)isoxazol-5-yl)pyrimidine-2,4-diamine COCCNC1=NC=CC(=N1)NC1=CC(=NO1)C1=CC=C(C=C1)OC